(S)-1,2-propanediamine C([C@H](C)N)N